7-(chloromethyl)-3-(3-(3-methyl-1-(4-methyl-4H-1,2,4-triazol-3-yl)cyclobutyl)phenyl)-9-(trifluoromethyl)-4H-pyrido[1,2-a]pyrimidin-4-one ClCC=1C=C(C=2N(C(C(=CN2)C2=CC(=CC=C2)C2(CC(C2)C)C2=NN=CN2C)=O)C1)C(F)(F)F